N-methyl-N-(1-(((R)-1-methylazepan-2-yl)sulfonyl)azetidine-3-carbonyl)-L-valine methyl ester COC([C@@H](N(C(=O)C1CN(C1)S(=O)(=O)[C@H]1N(CCCCC1)C)C)C(C)C)=O